C1=C(C=CC2=CC=CC=C12)NC([C@@H](N)CCCNC(N)=N)=O arginine beta-naphthyl amide